amino-spiro[12H-benzo(a)xanthen-12,1'(3'H)-isobenzofuran]-3'-one NC1=C2C(OC3(C2=CC=C1)C1=CC=CC=C1OC1=CC=C2C(=C13)C=CC=C2)=O